COC=1C=CC2=C(OCC3(C2C2=CC(=C(C=C2C3)OC)OC)O)C1O 3,9,10-trimethoxy-7,11b-dihydrobenzo[b]indeno[1,2-d]pyran-4,6a-diol